CC1=C(OP(=O)(OC2=C(C=CC=C2)C)OC2=CC=C(C=C2)C(C)(C)C2=CC=C(C=C2)OP(=O)(OC2=C(C=CC=C2)C)OC2=C(C=CC=C2)C)C=CC=C1 2,2-bis{4-[bis(methylphenoxy)phosphoryloxy]phenyl}propane